ClC=1C=C2C=C(NC2=CC1C1=NC(=C(C=C1)OC)F)CNC(N(C)C)=O 3-{[5-chloro-6-(6-fluoro-5-methoxy-2-pyridyl)-2-indolyl]methyl}-1,1-dimethylurea